4-(1-methylpyrazol-4-yl)benzoyl chloride CN1N=CC(=C1)C1=CC=C(C(=O)Cl)C=C1